CC=1SC(=CC1C1=C(C(C(C1(F)F)(F)F)(F)F)C1=C(SC(=C1)C1=CC=C(C=C1)C#N)C)C1=CC=C(C=C1)C#N 1,2-bis-[2-methyl-5-(p-cyanophenyl)-3-thienyl]perfluorocyclopentene